(2R)-2-(6-{5-chloro-2-[(2-methylpyrimidin-4-yl)amino]pyrimidin-4-yl}-1-oxo-2,3-dihydro-1H-isoindol-2-yl)-N-[(1S)-2-hydroxy-1-(2-methoxypyridin-4-yl)ethyl]propanamide ClC=1C(=NC(=NC1)NC1=NC(=NC=C1)C)C1=CC=C2CN(C(C2=C1)=O)[C@@H](C(=O)N[C@H](CO)C1=CC(=NC=C1)OC)C